(1-acetyl-3-vinyl-azetidin-3-yl)-3-benzyloxy-4-carbonyl-1H-pyridine-2-carboxamide C(C)(=O)N1CC(C1)(C=C)N1C(=C(C(C=C1)=C=O)OCC1=CC=CC=C1)C(=O)N